C1(=CC=CC=C1)N1N=CC(=C1)CNC1=C(C(=O)O)C=CN=C1 3-(((1-phenyl-1H-pyrazol-4-yl)methyl)amino)isonicotinic acid